FC(C(=O)OC1C=2N(N=C3C2CCC3)CC13CCN(CC3)C=3C=1N(C(=CN3)SC3=C(C(=NC=C3)N)Cl)C=NC1)(F)F 1'-(5-((2-amino-3-chloropyridin-4-yl)thio)imidazo[1,5-a]pyrazin-8-yl)-1,2,3,8-tetrahydro-6H-spiro[cyclopenta[d]pyrrolo[1,2-b]pyrazole-7,4'-piperidin]-8-ol (trifluoroacetate)